FC1=CC=C(C=C1)CC(=O)NC1=NC=CC(=C1)C1=C(C=2N=NC=CC2N1)C1=NC=CC=C1 2-(4-fluorophenyl)-N-{4-[7-(pyridin-2-yl)-5H-pyrrolo[3,2-c]pyridazin-6-yl]pyridin-2-yl}acetamide